lithium 7-vinyl-1H-pyrrolo[3,2-b]pyridine-5-carboxylate C(=C)C1=C2C(=NC(=C1)C(=O)[O-])C=CN2.[Li+]